3-((4-(4-chlorophenyl)piperazin-1-yl)(2-hydroxyphenyl)methyl)-N-cyclopentyl-benzamide ClC1=CC=C(C=C1)N1CCN(CC1)C(C=1C=C(C(=O)NC2CCCC2)C=CC1)C1=C(C=CC=C1)O